(S)-2-(5-Nitroquinolin-8-yloxy)methyl 1-propyl pyrrolidine-1,2-dicarboxylate N1([C@@H](CCC1)C(=O)OCOC=1C=CC(=C2C=CC=NC12)[N+](=O)[O-])C(=O)OCCC